N[C@@H]1C2=CC=CC=C2CC12CCN(CC2)C=2NC(C1=C(N2)NN=C1C1(CC1)C=1SC(=NN1)C1CC1)=O (S)-6-(1-amino-1,3-dihydrospiro[indene-2,4'-piperidine]-1'-yl)-3-(1-(5-cyclopropyl-1,3,4-thiadiazol-2-yl)cyclopropyl)-1,5-dihydro-4H-pyrazolo[3,4-d]pyrimidin-4-one